FC(C=1C=CC(=NC1)N1CCC(CC1)N1CC2(CS(C2)(=O)=O)CC1)(F)F 6-(1-(5-(trifluoromethyl)pyridin-2-yl)piperidin-4-yl)-2-thia-6-azaspiro[3.4]octane 2,2-dioxide